CC(COP(OCC(CC(C)(C)C)C)=S)CC(C)(C)C di(2,4,4-trimethyl-amyl)thiophosphonic acid